butyl azetidin-3-ylcarbamate N1CC(C1)NC(OCCCC)=O